(S)-1,7-diazaspiro[4.4]nonane N1CCC[C@]12CNCC2